CC1=C[C@@H]([C@H](CC1)C(=C)C)C1=C(C=C(C=C1O)O)O ((1S,6S)-3-methyl-6-(prop-1-en-2-yl)cyclohex-2-enyl)benzene-1,3,5-triol